3-[(3R)-3-[1-[4-[[(1R)-1-(2,4-dichlorophenyl)ethyl]amino]-5-methoxy-pyrimidin-2-yl]azetidin-3-yl]-1-piperidyl]-1-methyl-cyclobutanecarboxylic acid ClC1=C(C=CC(=C1)Cl)[C@@H](C)NC1=NC(=NC=C1OC)N1CC(C1)[C@@H]1CN(CCC1)C1CC(C1)(C(=O)O)C